COC(=O)[C@@H](C1=CC=CC=C1)O (R)-(-)-methyl mandelate